C(CCCCCCCCCC)OC(C=C)=O n-Undecylacrylat